4-ethoxycarbonyl-2-hydroxymethylpyridine C(C)OC(=O)C1=CC(=NC=C1)CO